C(C)(C)(C)OC(N[C@@H]1[C@@H](OCC12CCN(CC2)C2=NC(=C(C(=N2)C#N)C2=C(C(=NC=C2)F)Cl)C)C)=O ((3S,4S)-8-(5-(3-chloro-2-fluoropyridin-4-yl)-4-cyano-6-methylpyrimidin-2-yl)-3-methyl-2-oxa-8-azaspiro[4.5]decan-4-yl)carbamic acid tert-butyl ester